(2S,4R)-1-[(2S)-2-amino-3,3-dimethyl-butanoyl]-4-hydroxy-N-[[6-(4-methylthiazol-5-yl)-3-pyridyl]methyl]pyrrolidine-2-carboxamide N[C@H](C(=O)N1[C@@H](C[C@H](C1)O)C(=O)NCC=1C=NC(=CC1)C1=C(N=CS1)C)C(C)(C)C